C1(=CC=CC=C1)C(=O)N1C(C[C@@]2(C(N3[C@H](O2)CC[C@H]3C3=CC(=CC=C3)F)=O)CC1)C (4R,5'S,7a'R)-1-(benzenecarbonyl)-5'-(3-fluorophenyl)-2-methyltetrahydro-3'H-spiro[piperidine-4,2'-pyrrolo[2,1-b][1,3]-oxazol]-3'-one